[2H][C@@](C)(C=1C=C(C=C2C(C(=C(OC12)C1=CC=CC=C1)C)=O)C)NC=1C(=NC=CC1)C(=NO)N 3-[[(1R)-1-Deuterio-1-(3,6-dimethyl-4-oxo-2-phenyl-chromen-8-yl)ethyl]amino]-N'-hydroxy-pyridine-2-carboxamidine